FC=1C=CC(=NC1C)CC=1C(C2=CC=CC=C2C(C1CCC)=O)=O 2-((5-fluoro-6-methylpyridin-2-yl)methyl)-3-propylnaphthalene-1,4-dione